C(C)(C)(C)OC(=O)C=1C=CC2=C(N(C(=N2)CN2CC3=CC(=CC=C3CC2)OCC2=CC(=CC=C2)OC)C[C@H]2OCC2)C1 (S)-2-((7-((3-methoxybenzyl)oxy)-3,4-dihydroisoquinolin-2(1H)-yl)methyl)-1-(oxetan-2-ylmethyl)-1H-benzo[d]imidazole-6-carboxylic acid tert-butyl ester